4-Oxo-5-(4-phenoxyphenyl)-N-((1R,2S)-2-propionamidocyclopentyl)-4,5-dihydro-3H-1-thia-3,5,8-triazaacenaphthylene-2-carboxamide O=C1NC2=C(SC=3N=CC=C(N1C1=CC=C(C=C1)OC1=CC=CC=C1)C32)C(=O)N[C@H]3[C@H](CCC3)NC(CC)=O